FC(C=1C=CC=2N(N1)C(=CN2)C2=NC=CC(=C2)N2CC(C(CC2)(F)F)CNS(=O)(=O)C)F N-((1-(2-(6-(difluoromethyl)imidazo[1,2-b]pyridazin-3-yl)pyridin-4-yl)-4,4-difluoropiperidin-3-yl)methyl)methanesulfonamide